1-oxa-7-azaspiro[3.5]nonane-7-carboxylic acid O1CCC12CCN(CC2)C(=O)O